CN1CCN(CC1)C1=CC=C(C=C1)NC(C1=C(C=CC(=C1)[N+](=O)[O-])SC1=NN=NN1C)=O N-[4-(4-methyl-piperazin-1-yl)-phenyl]-2-(1-methyl-1H-tetrazol-5-ylsulfanyl)-5-nitro-benzamide